CN(CCN1CC2=NC(=CC=C2C1=O)NCC1=NC=CN=C1)C 6-(2-(dimethylamino)ethyl)-2-((pyrazin-2-ylmethyl)amino)-6,7-dihydro-5H-pyrrolo[3,4-b]pyridin-5-one